ClC=1C=C(C#N)C=CC1S(=O)(=N)C1=C(C=CC(=C1)C=1C2=C(N=C(N1)N1[C@H](CC1)C)CCC2)OC 3-Chloro-4-(2-methoxy-5-(2-((S)-2-methylazetidin-1-yl)-6,7-dihydro-5H-cyclopenta[d]pyrimidin-4-yl)phenylsulfonimidoyl)benzonitrile